C1(CC1)C=1C=NN(C1CO[C@H]1[C@@H]2C(N([C@H](C1)C2)C2=CC=C(C(=O)O)C=C2)=O)C2=C(C=CC=C2Cl)Cl 4-[(1s,4r,5r)-5-{[4-cyclopropyl-1-(2,6-dichlorophenyl)-1H-pyrazol-5-yl]methoxy}-3-oxo-2-azabicyclo[2.2.1]heptan-2-yl]benzoic acid